C1(CC1)C=1OC2=C(C1)C(=CC=C2OC)C2=NC=C(N=C2C)C 2-(2-cyclopropyl-7-methoxybenzofuran-4-yl)-3,5-dimethylpyrazine